C(CCCCC)C1(C2=CC(=CC=C2NC=2C=CC(=CC12)C)C)CCCCCC 9,9-dihexyl-2,7-dimethylacridine